(2R,3S)-2-(tert-butoxycarbonylamino)-3-methoxy-butanoic acid C(C)(C)(C)OC(=O)N[C@@H](C(=O)O)[C@H](C)OC